N-(2-(piperidin-1-yl)ethyl)-5-(pyridin-2-yl)pyrimidin-2-amine N1(CCCCC1)CCNC1=NC=C(C=N1)C1=NC=CC=C1